ClC=1C(=NC(=NC1)NC1CCOCC1)C1=CC=C2CN(C(C2=C1)=O)[C@@H](C(=O)N[C@H](C)C1=CC(=CC=C1)OC)CCNC (2R)-2-(6-{5-chloro-2-[(oxan-4-yl)amino]pyrimidin-4-yl}-1-oxo-2,3-dihydro-1H-isoindol-2-yl)-N-[(1R)-1-(3-methoxyphenyl)ethyl]-4-(methylamino)butanamide